C(CCCCCCCC)SSC=1SC(=NN1)SSCCCCCCCCC 2,5-bis-(nonyldithio)-1,3,4-thiadiazole